Cl.FC(OC1=CC=C(C=C1)NN)(F)F (4-(trifluoromethoxy)phenyl)hydrazine hydrogen chloride